ClC=1C=CC(=C2C=CNC12)O 7-chloro-4-hydroxyindole